(1-methylethenyl)-acetate CC(=C)CC(=O)[O-]